N-(3-(5-(2-acetamidopyridin-4-yl)-2-(methylthio)-1-((2-(trimethylsilyl)ethoxy)methyl)-1H-imidazol-4-yl)phenyl)thiophene-2-carboxamide C(C)(=O)NC1=NC=CC(=C1)C1=C(N=C(N1COCC[Si](C)(C)C)SC)C=1C=C(C=CC1)NC(=O)C=1SC=CC1